3-methyl-5-(pentafluoro-lambda6-sulfanyl)-1H-indole CC1=CNC2=CC=C(C=C12)S(F)(F)(F)(F)F